(3R)-3-{[7-methyl-2-(1-methyl-1H-pyrazol-4-yl)[1,2,4]triazolo[1,5-c]quinazolin-5-yl]amino}azepan-2-one CC1=CC=CC=2C=3N(C(=NC12)N[C@H]1C(NCCCC1)=O)N=C(N3)C=3C=NN(C3)C